C(CCC)OC(=O)C1=C(C=CC=C1)NS(=O)=O.[Na] sodium N-(2-butoxycarbonylphenyl)sulfonamide